C(OCC1CC(C1)C=1C=NC(=NC1)NC1=C(C=C(C=C1)S(N)(=O)=O)F)(OC1=CC=C(C=C1)[N+](=O)[O-])=O [3-[2-(2-fluoro-4-sulfamoyl-anilino)pyrimidin-5-yl]cyclobutyl]methyl (4-nitrophenyl) carbonate